[Cu].[Zn].[Mg].[Ni].C(C)C1(CCC(CC1)(O)CCC)CC diethyl-propyl-cyclohexanol Nickel-magnesium-zinc-copper